4'',5'-di-tert-butyl-2-chloro-1,1':2',1''-terphenyl C(C)(C)(C)C1=CC=C(C=C1)C=1C(=CC(=CC1)C(C)(C)C)C1=C(C=CC=C1)Cl